(R)-6-chloro-3-((1-(3,6-dimethyl-4-oxo-2-(4-(2-oxopyridin-1(2H)-yl)piperidin-1-yl)-3,4-dihydroquinazolin-8-yl)ethyl)amino)-N-(methylsulfonyl)picolinamide ClC1=CC=C(C(=N1)C(=O)NS(=O)(=O)C)N[C@H](C)C=1C=C(C=C2C(N(C(=NC12)N1CCC(CC1)N1C(C=CC=C1)=O)C)=O)C